diheptyl-diphenylamine C(CCCCCC)C=1C(=C(C=CC1)NC1=CC=CC=C1)CCCCCCC